6,9'-Dibromo-3',4'-dihydro-5'H-spiro[chromane-3,2'-pyrano[3,2-c]chromen]-4-one BrC=1C=C2C(C3(CCC=4COC=5C=CC(=CC5C4O3)Br)COC2=CC1)=O